1-chloro-4-(cyclohexyloxy)-2-nitrobenzene ClC1=C(C=C(C=C1)OC1CCCCC1)[N+](=O)[O-]